Cl.CC1=CNC2=NC=CC(=C21)N2CCSC(=C2)C(=O)NC[C@H]2NCCCC2 (S)-4-(3-methyl-1H-pyrrolo[2,3-b]pyridin-4-yl)-N-(piperidin-2-ylmethyl)-3,4-dihydro-2H-1,4-thiazine-6-carboxamide hydrochloride